N-{4-[(3-chloro-1-{[2-(trimethylsilyl)ethoxy]methyl}-1H-pyrrolo[2,3-b]pyridin-4-yl)oxy]-3,5-difluorophenyl}-N'-(3-hydroxy-2,2-dimethylpropyl)thiourea ClC1=CN(C2=NC=CC(=C21)OC2=C(C=C(C=C2F)NC(=S)NCC(CO)(C)C)F)COCC[Si](C)(C)C